4-((2,4,6-trifluorophenyl)methoxy-d2)-2H-[1,4'-bipyridyl]-2-one FC1=C(C(=CC(=C1)F)F)C(OC1=CC(N(C=C1)C1=CC=NC=C1)=O)([2H])[2H]